N1C=CC=2C1=NC=C(C2)C2=CC=C(C=C2)CCCNC(=O)C=2C=NC=1N(C2)N=C(C1)C N-(3-(4-(1H-pyrrolo[2,3-b]pyridin-5-yl)phenyl)propyl)-2-methylpyrazolo[1,5-a]pyrimidine-6-carboxamide